2,5,6-trifluorobenzyl alcohol FC1=C(CO)C(=C(C=C1)F)F